BrC=1N=C(OC1)C1=CC(=CC=C1)Cl C4-bromo-2-(3-chlorophenyl)oxazole